2,6-bis[(4-hydroxy-3,5-dimethylphenyl)methyl]-4-methylphenol OC1=C(C=C(C=C1C)CC1=C(C(=CC(=C1)C)CC1=CC(=C(C(=C1)C)O)C)O)C